CC(CC/C=C(/C)\\CC/C=C(\\C)/CC/C=C(\\C)/CCC=C(C)C)CCOP(=O)(O)OP(=O)(O)OC1[C@@H]([C@H]([C@@H]([C@H](O1)CO)O[C@H]2[C@@H]([C@H]([C@@H]([C@H](O2)CO)O[C@H]3[C@H]([C@H]([C@@H]([C@H](O3)CO[C@@H]4[C@H]([C@H]([C@@H]([C@H](O4)CO[C@@H]5[C@H]([C@H]([C@@H]([C@H](O5)CO)O)O)O[C@@H]6[C@H]([C@H]([C@@H]([C@H](O6)CO)O)O)O)O)O[C@@H]7[C@H]([C@H]([C@@H]([C@H](O7)CO)O)O)O[C@@H]8[C@H]([C@H]([C@@H]([C@H](O8)CO)O)O)O)O)O)O[C@@H]9[C@H]([C@H]([C@@H]([C@H](O9)CO)O)O)O[C@@H]1[C@H]([C@H]([C@@H]([C@H](O1)CO)O)O)O[C@@H]1[C@H]([C@H]([C@@H]([C@H](O1)CO)O)O[C@@H]1[C@@H]([C@H]([C@@H]([C@H](O1)CO)O)O)O)O)O)O)NC(=O)C)O)NC(=O)C The molecule is a dolichyl diphosphooligosaccharide in which the oligosaccharide moiety is the Man9GlcNAc2Glc branched dodecasaccharide alpha-D-Glc-(1->3)-alpha-D-Man-(1->2)-alpha-D-Man-(1->2)-alpha-D-Man-(1->3)-[alpha-D-Man-(1->2)-alpha-D-Man-(1->3)-[alpha-D-Man-(1->2)-alpha-D-Man-(1->6)]-alpha-D-Man-(1->6)]-beta-D-Man-(1->4)-beta-D-GlcNAc-(1->4)-D-GlcNAc. It is a conjugate acid of an alpha-D-Glc-(1->3)-alpha-D-Man-(1->2)-alpha-D-Man-(1->2)-alpha-D-Man-(1->3)-[alpha-D-Man-(1->2)-alpha-D-Man-(1->3)-[alpha-D-Man-(1->2)-alpha-D-Man-(1->6)]-alpha-D-Man-(1->6)]-beta-D-Man-(1->4)-beta-D-GlcNAc-(1->4)-D-GlcNAc(PP-Dol)(2-).